N1CN=CC2=CC=CC(=C12)C(=O)N dihydroquinazoline-8-carboxamide